C(C)(C)(C)OC(=O)N[C@@H](CNN(C(=O)OCC1=CC=CC=C1)C)CCO benzyl (R)-2-(2-((tert-butoxycarbonyl)amino)-4-hydroxybutyl)-1-methylhydrazine-1-carboxylate